(1-cyano-1-hydroxy-3-(4-nitrophenyl)propan-2-yl)carbamic acid tert-butyl ester C(C)(C)(C)OC(NC(C(O)C#N)CC1=CC=C(C=C1)[N+](=O)[O-])=O